({5-[4-amino-5-(1-methyl-1H-pyrazol-3-yl)-7H-pyrrolo[2,3-d]Pyrimidin-7-yl]Pyridin-3-yl}methyl)-3-[6-(azetidin-1-yl)pyridin-2-yl]Urea NC=1C2=C(N=CN1)N(C=C2C2=NN(C=C2)C)C=2C=C(C=NC2)CNC(=O)NC2=NC(=CC=C2)N2CCC2